2-(indolin-2-yl)-6,6,9-trimethyl-3-pentyl-6H-benzo[c]chromen-1-ol N1C(CC2=CC=CC=C12)C1=C(C=2C3=C(C(OC2C=C1CCCCC)(C)C)C=CC(=C3)C)O